tertbutyl (2R,4R)-2-methyl-4-(tosyloxy)pyrrolidine-1-carboxylate C[C@H]1N(C[C@@H](C1)OS(=O)(=O)C1=CC=C(C)C=C1)C(=O)OC(C)(C)C